4-(9-benzyl-6-chloro-9H-purin-8-yl)-3-methylphenol C(C1=CC=CC=C1)N1C2=NC=NC(=C2N=C1C1=C(C=C(C=C1)O)C)Cl